Cl.FC1(O[C@H]([C@H](NC1)CNC1=NC=CC(=N1)C(F)(F)F)C)F N-(((2S,3R)-6,6-difluoro-2-methylmorpholin-3-yl)methyl)-4-(trifluoromethyl)pyrimidin-2-amine hydrochloride